(S)-N-(5-((5-methyl-3-nitro-6-(1H-pyrazol-1-yl)pyridin-2-yl)amino)-2,3-dihydro-1H-inden-1-yl)acetamide CC=1C=C(C(=NC1N1N=CC=C1)NC=1C=C2CC[C@@H](C2=CC1)NC(C)=O)[N+](=O)[O-]